Cl.BrC=1C=C(C=CC1F)NC(=O)[C@H]1NC[C@@H](C1)F (2S,4R)-N-(3-bromo-4-fluorophenyl)-4-fluoropyrrolidine-2-carboxamide hydrochloride